COC=1C=C2CCN([C@H](C2=CC1OC)CCC1=CNC2=CC(=CC=C12)C)C=O (S)-6,7-dimethoxy-1-(2-(6-methyl-1H-indol-3-yl)eth-yl)-3,4-dihydroisoquinoline-2(1H)-formaldehyde